{5-[(3S)-3-{[(1R)-1-(naphthalen-1-yl)ethyl]amino}tetrahydro-1H-pyrrol-1-yl]-2-(propyloxy)phenyl}ethanoic acid ethyl ester C(C)OC(CC1=C(C=CC(=C1)N1C[C@H](CC1)N[C@H](C)C1=CC=CC2=CC=CC=C12)OCCC)=O